N-(3-Cyclopropyl-1,2,4-thiadiazol-5-yl)-2-[4-(1H-pyrazol-5-yl)benzoyl]cyclohexanecarboxamide C1(CC1)C1=NSC(=N1)NC(=O)C1C(CCCC1)C(C1=CC=C(C=C1)C1=CC=NN1)=O